(S)-4-(2-(1-ethyl-3-(trifluoromethyl)-1H-pyrazol-4-yl)phenyl)-4,5,6,7-tetrahydrothieno[2,3-c]pyridine-2-carbonitrile TFA salt OC(=O)C(F)(F)F.C(C)N1N=C(C(=C1)C1=C(C=CC=C1)[C@H]1C2=C(CNC1)SC(=C2)C#N)C(F)(F)F